tert-butyl (R)-3-(6-(1-(tert-butoxycarbonyl)-3-methyl-1H-pyrrolo[2,3-b]pyridin-5-yl)-1,2,3,4-tetrahydroisoquinolin-8-yl)morpholine-4-carboxylate C(C)(C)(C)OC(=O)N1C=C(C=2C1=NC=C(C2)C=2C=C1CCNCC1=C(C2)[C@H]2N(CCOC2)C(=O)OC(C)(C)C)C